1,3,5,7-tetramethylcyclotetrasiloxane C[SiH]1O[SiH](O[SiH](O[SiH](O1)C)C)C